FC1=C(C(=CC(=C1)OCCN1CC(C1)CF)F)[C@H]1N([C@@H](CC2=C1NC1=CC=CC=C21)C)C(CCC#N)=O 4-[(1R,3R)-1-[2,6-difluoro-4-[2-[3-(fluoromethyl)azetidin-1-yl]ethoxy]phenyl]-3-methyl-1,3,4,9-tetrahydropyrido[3,4-b]indol-2-yl]-4-oxobutyronitrile